CC(C(=O)O)(CCCCCCCCCCC(C(=O)O)(C)C)C 2,2,13,13-tetramethyltetradecanedioic acid